(4-(benzo[b]thiophen-4-yl)-1-(4-((2-oxo-1,2-dihydroquinolin-7-yl)oxy)butyl)piperazin-1-ium-1-yl)methyl hydrogen phosphate P(=O)(OC[N+]1(CCN(CC1)C1=CC=CC=2SC=CC21)CCCCOC2=CC=C1C=CC(NC1=C2)=O)(O)[O-]